(9-Ethylcarbazol-3-yl)boronic acid C(C)N1C2=CC=CC=C2C=2C=C(C=CC12)B(O)O